tert-butyl (2s)-2-[2-[2-methyl-6-[(5-phenylthiazol-2-yl)amino]pyrimidin-4-yl]oxyethylcarbamoyl]piperazine-1-carboxylate CC1=NC(=CC(=N1)OCCNC(=O)[C@H]1N(CCNC1)C(=O)OC(C)(C)C)NC=1SC(=CN1)C1=CC=CC=C1